para-hydroxycinnamic amide OC1=CC=C(C=CC(=O)N)C=C1